FC1=CC=C(C=C1)C1=NOC(=C1C(=O)N)C 3-(4-fluorophenyl)-5-methyl-isoxazole-4-carboxamide